N1C=CCC2=CC=CN=C12 1,4-DIHYDRO-NAPHTHYRIDIN